C(C)(C)(C)OC(=O)N1C(CC[C@@H](C1)C)C=1C=C2C3(C(NC2=C(C1)F)=O)CC3 (5S)-2-(7'-fluoro-2'-oxospiro[cyclopropane-1,3'-indoline]-5'-yl)-5-methylpiperidine-1-carboxylic acid tert-butyl ester